C12C3CCCC3C(C=C1)C2 Tricyclo[5.2.1.02,6]Deca-8-en